(R)-1-methyl-N-(6-(1-methyl-1H-pyrazol-4-yl)isoquinolin-3-yl)pyrrolidine-2-carboxamide CN1[C@H](CCC1)C(=O)NC=1N=CC2=CC=C(C=C2C1)C=1C=NN(C1)C